4-bromo-2-fluoro-3-(methoxymethyl)benzonitrile BrC1=C(C(=C(C#N)C=C1)F)COC